2-(3-(tert-butyl)-1H-pyrazol-1-yl)-6-chloro-N-(4,4-difluorocyclohexyl)pyrimidin-4-amine C(C)(C)(C)C1=NN(C=C1)C1=NC(=CC(=N1)NC1CCC(CC1)(F)F)Cl